C(CCCCCCCCC)C1=CC=CC2=C1N=C(O2)NCCNC(OC(C)(C)C)=O tert-butyl (2-((4-decylbenzo[d]oxazol-2-yl)amino)ethyl)carbamate